1-oxo-1-(2-propynyloxy)propan-2-yl-lithium sulfate S(=O)(=O)(O)O.O=C(C(C)[Li])OCC#C